OC1=NC2=CC=CC=C2C=C1.[La] lanthanum hydroxyquinoline